bis[(perfluorophenyl) methyl] sulfide FC1=C(C(=C(C(=C1F)F)F)F)CSCC1=C(C(=C(C(=C1F)F)F)F)F